2-(4-(cyclopropanecarbonyl)-1-methyl-10-oxo-1,4,9-triazaspiro[5.6]-dodecan-9-yl)acetic acid C1(CC1)C(=O)N1CCN(C2(C1)CCN(C(CC2)=O)CC(=O)O)C